C(CC)OC1=C(C=NC=C1)C(CCC)(O)C=1SC2=C(N1)C=CC(=C2)C(F)(F)F 1-(4-propoxypyridin-3-yl)-1-(6-(trifluoromethyl)benzo[d]thiazol-2-yl)butan-1-ol